[Na].[Na].OCC1=CC(=NO1)C1=NC=2C(=NC=CC2C2CCN(CC2)C(=O)C2=CC=C(C=C2)OC(F)(F)F)N1 [4-[2-[5-(hydroxymethyl)isoxazol-3-yl]-3H-imidazo[4,5-b]pyridin-7-yl]-1-piperidyl]-[4-(trifluoromethoxy)phenyl]methanone disodium